6-methoxy-1-naphthaldehyde COC=1C=C2C=CC=C(C2=CC1)C=O